C(C)OC(=O)C1C(CCC(C1)(C1=NC=CC=C1)C#N)=O 5-cyano-2-oxo-5-(pyridin-2-yl)cyclohexanecarboxylic acid ethyl ester